S1C(=NC2=C1C=CC=C2)NC(=O)C=2C=CC=C1CCN(CC21)C2=CC=C(C(=N2)C(=O)O)C2=CN(C=C2)C(C2=CC=CC=C2)=O 6-[8-(1,3-benzothiazol-2-ylcarbamoyl)-3,4-dihydroisoquinolin-2(1H)-yl]-3-(1-benzoyl-1H-pyrrol-3-yl)pyridine-2-carboxylic acid